4-(5-{[(5-chlorothiophen-2-yl)methyl]amino}-4-fluoro-1-(5-methylfuran-3-carbonyl)-1H-pyrazol-3-yl)-1-[(3-hydroxypyrrolidin-1-yl)sulfonyl]azetidin-2-one ClC1=CC=C(S1)CNC1=C(C(=NN1C(=O)C1=COC(=C1)C)C1CC(N1S(=O)(=O)N1CC(CC1)O)=O)F